C(C)(C)(C)OC(=O)N1CCC2(N(C3=CC=CC=C3C(C2F)=O)CC2=CC=C(C=C2)OC)CC1 fluoro-1'-(4-methoxybenzyl)-4'-oxo-3',4'-dihydro-1'h-spiro[piperidine-4,2'-quinoline]-1-carboxylic acid tert-butyl ester